COC(=O)C1=CC2=C(CN([C@H](CO2)C2=CC=CC=C2)C(C)=O)C=C1 (S)-4-acetyl-3-phenyl-2,3,4,5-tetrahydrobenzo[f][1,4]oxazepine-8-carboxylic acid methyl ester